cinnamic chloride C(C=CC1=CC=CC=C1)(=O)Cl